10-propyl-trideca-5,9-dien-1-ol C(CC)C(=CCCC=CCCCCO)CCC